(R)-3-((5-(3-aminopiperidin-1-yl)-2-(quinolin-6-yl)pyridin-4-yl)methyl)imidazo[1,2-a]pyrazin-8-amine bis(2,2,2-trifluoroacetate) FC(C(=O)O)(F)F.FC(C(=O)O)(F)F.N[C@H]1CN(CCC1)C=1C(=CC(=NC1)C=1C=C2C=CC=NC2=CC1)CC1=CN=C2N1C=CN=C2N